CN(C1=NC=C(C=N1)C=1C=C2C(=CN(C2=CC1)C1OCCCC1)C(=O)NC1=CC=NC=C1)C 5-(2-(dimethylamino)pyrimidin-5-yl)-N-(pyridin-4-yl)-1-(tetrahydro-2H-pyran-2-yl)-1H-indole-3-carboxamide